ClC1=CC(=C(C=N1)C#CC=1C=NN(C1)C1CCN(CC1)C(=O)OC(C)(C)C)F tert-Butyl 4-(4-((6-chloro-4-fluoropyridin-3-yl)ethynyl)-1H-pyrazol-1-yl)piperidine-1-carboxylate